C(C)(C)(C)OC(=O)N1CC=2C(=NN3C2C(N(CC3)C(C)C3=CC=C(C=C3)S(F)(F)(F)(F)F)=O)C[C@H]1C (3R)-tert-butyl-9-(1-(4-(pentafluoro-λ6-sulfaneyl) phenyl) ethyl)-3-methyl-10-oxo-3,4,7,8,9,10-hexahydropyrido[4',3':3,4]pyrazolo[1,5-a]pyrazine-2(1H)-carboxylate